C(C1=CC=CC=C1)NCCNCC1=CC=CC=C1 N,N'-Bisbenzylethylenediamine